1-phenyl-2,4-pentadiene C1(=CC=CC=C1)CC=CC=C